ClC1=NC=CC(=N1)N1N=C(C(=C1)C=O)C1CC1 1-(2-chloropyrimidin-4-yl)-3-cyclopropyl-1H-pyrazole-4-carbaldehyde